isopropyl 2-bromoacetate BrCC(=O)OC(C)C